C(C)(=O)O[C@H]1O[C@@H](C(C=C1)=O)C (2R,6R)-6-methyl-5-oxo-5,6-dihydro-2H-pyran-2-yl acetate